COCCOCCOCCOCCOCCOC(N)=O carbamic acid 14-methoxy-3,6,9,12-tetraoxatetradecanyl ester